FC1=C(C=CC=C1C=O)CS(=O)(=O)NC 1-(2-fluoro-3-formylphenyl)-N-methylmethanesulfonamide